(2-(1-(6-hydroxyquinazolin-4-yl)piperidin-4-yl)ethyl)phosphonic acid OC=1C=C2C(=NC=NC2=CC1)N1CCC(CC1)CCP(O)(O)=O